[Si](C1=CC=CC=C1)(C1=CC=CC=C1)(C(C)(C)C)OCC1CCC(CO1)NN 2-(6-(((tert-butyldiphenylsilyl)oxy)methyl)tetrahydro-2H-pyran-3-yl)hydrazine